COC1=C(C=CC=C1)S(=O)(=O)NC1=NOC2=C1CC1(C3=CC=C(C=C32)N3[C@@H]2C[C@@H]2CC3=O)CC1 |o1:26,28| rel-2-methoxy-N-(8'-((1R,5R)-3-oxo-2-azabicyclo[3.1.0]hexan-2-yl)-4'H-spiro[cyclopropane-1,5'-naphtho[2,1-d]isoxazol]-3'-yl)benzenesulfonamide